CC=1N(C(=CC1)C)[C@@H]1CC[C@H](CC1)C(=O)O trans-4-(2,5-Dimethyl-1H-pyrrol-1-yl)-cyclohexanecarboxylic Acid